5-[[(2R,3R,4S,5S)-3-(3,4-difluoro-2-methoxy-phenyl)-4,5-dimethyl-5-(trifluoromethyl)tetrahydrofuran-2-carbonyl]amino]pyridine-3-carboxamide FC=1C(=C(C=CC1F)[C@@H]1[C@@H](O[C@@]([C@H]1C)(C(F)(F)F)C)C(=O)NC=1C=C(C=NC1)C(=O)N)OC